NC(C)C=1C(=C(C=CC1)C(C(C)(O)C)(F)F)F 1-(3-(1-aminoethyl)-2-fluorophenyl)-1,1-difluoro-2-methylpropan-2-ol